C1(=CC=CC=C1)C1=C2C=CC=CC2=C(C2=CC=CC=C12)C1=CC=C(C=C1)C1=CC2=C(OC3=C2C=CC=C3)C=C1 2-(4-(10-phenylanthracene-9-yl)phenyl)dibenzo[b,d]furan